ethyl N-{[5-isopropyl-4-(3,4,5-trifluorophenyl)-2H-pyrazol-3-yl]carbamothioyl}carbamate C(C)(C)C=1C(=C(NN1)NC(=S)NC(OCC)=O)C1=CC(=C(C(=C1)F)F)F